BrC=1C(=NC=CC1)CC1N(C(C2=CC=CC=C12)=O)CC1=CC2=C(NC(O2)=S)C=C1 3-((3-bromopyridin-2-yl)methyl)-2-((2-thioxo-2,3-dihydrobenzo[d]oxazol-6-yl)methyl)isoindolin-1-one